(R)-1-(benzyloxy)-4-(2-methoxypropoxy)benzene C(C1=CC=CC=C1)OC1=CC=C(C=C1)OC[C@@H](C)OC